OC[C@H](C)NC(=O)C1=C(OC2=C1C=C(C=C2)OCC=2C(=NC=CC2)OC)C (S)-N-(1-hydroxypropan-2-yl)-5-((2-methoxypyridin-3-yl)methoxy)-2-methylbenzofuran-3-carboxamide